FC1=C(C2=C(N=C(O2)N[C@@H](C[C@@H]2CC[C@@H](CC2)C2=CC=NC3=CC=C(C=C23)F)C)C=C1)F 6,7-difluoro-N-((R)-1-((cis)-4-(6-fluoroquinolin-4-yl)cyclohexyl)propan-2-yl)benzo[d]oxazol-2-amine